C(=CCCCCCCCCCCCCCCCCC)O nonadecenyl alcohol